C(C)N1CC(C1)C1=CC=C(N=N1)C1=C(C=C(C=C1)C1=CC=2C(C=N1)=NN(C2)C)O [6-(1-Ethylazetidin-3-yl)pyridazin-3-yl]-5-{2-methyl-2H-pyrazolo[3,4-c]pyridin-5-yl}phenol